NCCC(=O)NC1=NC=CC(=C1)N1C2=C(OCC1)C=NC(=C2)C2=C(C=CC(=C2)Cl)F 3-amino-N-{4-[7-(5-chloro-2-fluorophenyl)-1H,2H,3H-pyrido[3,4-b][1,4]oxazin-1-yl]pyridin-2-yl}propanamide